C(C)(C)(C)OC(=O)N1CCC2([C@@H]([C@@H](OC2=O)C)NC(=O)OC(C)(C)C)CC1 (3S,4S)-4-((tert-butoxycarbonyl)amino)-3-methyl-1-oxo-2-oxa-8-azaspiro[4.5]decane-8-carboxylic acid tert-butyl ester